ClC1=CC(=C(C(=O)NC2=CC=C(C=C2)[C@H]2CNCCO2)C=C1)I (S)-4-Chloro-2-iodo-N-(4-(morpholin-2-yl)-phenyl)-benzamid